OC=1C(C=C(OC1)COC1=CC(OC2=CC(=CC=C12)OC)=O)=O 4-((5-hydroxy-4-oxo-4H-pyran-2-yl)methoxy)-7-methoxycoumarin